cis-3,4-Decandiol CCC(C(CCCCCC)O)O